N=1N=C(N2C1C=CC=C2)C=O 1,2,4-TRIAZOLO[4,3-A]PYRIDIN-3-CARBOXALDEHYDE